N-((8-hydroxy-5-nitroquinolin-7-yl)(pyridin-3-yl)methyl)butyramide OC=1C(=CC(=C2C=CC=NC12)[N+](=O)[O-])C(NC(CCC)=O)C=1C=NC=CC1